1,1-bis(4-hydroxyphenyl)isobutene methyl-(3-bromo-5-fluorophenyl)acetate COC(CC1=CC(=CC(=C1)F)Br)=O.OC1=CC=C(C=C1)C(=C(C)C)C1=CC=C(C=C1)O